O=C1NC(CC[C@H]1N1C(C2=CC=C(C=C2C1=O)[C@H]1[C@H](CN(CC1)C1CC(C1)OC1CCN(CC1)C(=O)OC(C)(C)C)F)=O)=O tert-butyl 4-((1R,3r)-3-((3R,4S)-4-(2-(2,6-dioxopiperidin-3-yl)-1,3-dioxoisoindolin-5-yl)-3-fluoropiperidin-1-yl)cyclobutoxy)piperidine-1-carboxylate